8-methyl-7,8-dihydropyrido[4,3-d]pyrimidin CC1CN=CC2=C1N=CN=C2